5-(9-bromo-7-(3-bromophenyl)-2,7-dimethyl-8-oxononan-2-yl)-3-methyloxazolidin-2-one BrCC(C(CCCCC(C)(C)C1CN(C(O1)=O)C)(C)C1=CC(=CC=C1)Br)=O